2,7-dibromodimethylfluorene BrC1=C(C=2CC3=CC(=CC=C3C2C=C1C)Br)C